methyl-3-fluoro-3-[(8-methyl-7-{[(2S)-tetrahydrofuran-2-ylmethyl]carbamoyl}-4,5-dihydro-2H-furo[2,3-g]indazol-2-yl)methyl]azetidine-1-carboxylate COC(=O)N1CC(C1)(CN1N=C2C3=C(CCC2=C1)OC(=C3C)C(NC[C@H]3OCCC3)=O)F